(Z)-6-(5-fluoro-2-oxoindol-3-ylidene)-2-methyl-N-(2-(4-methylpiperazin-1-yl)ethyl)-1,4,5,6-tetrahydrocyclopenta[b]pyrrole-3-carboxamide FC=1C=C2/C(/C(NC2=CC1)=O)=C/1\CCC2=C1NC(=C2C(=O)NCCN2CCN(CC2)C)C